CC1(C(NC(CC1)=O)=O)C1=NN(C2=CC(=CC=C12)N[C@H]1[C@@H](CNCC1)C)C 3-methyl-3-(1-methyl-6-(((3R,4R)-3-methylpiperidin-4-yl)amino)-1H-indazol-3-yl)piperidine-2,6-dione